C1=CC=C(C=C1)C(=O)C(=O)O The molecule is a 2-oxo monocarboxylic acid that is glyoxylic acid in which the aldehyde hydrogen is substituted by a phenyl group. It has a role as a human xenobiotic metabolite and a biomarker. It derives from a glyoxylic acid. It is a conjugate acid of a phenylglyoxylate.